N2-(7-(pyrrolidin-1-yl)-6,7,8,9-tetrahydro-5H-benzo[7]annulen-2-yl)pyrimidine-2,4-diamine N1(CCCC1)C1CCC2=C(CC1)C=C(C=C2)NC2=NC=CC(=N2)N